5-BROMO-2-CHLORO-3-IODO-1-TOSYL-1H-PYRROLO[2,3-B]PYRIDINE BrC=1C=C2C(=NC1)N(C(=C2I)Cl)S(=O)(=O)C2=CC=C(C)C=C2